C(C1=CC=CC=C1)SC1=C(C=CC(=C1)C(C)(C)OC)OC benzyl(2-methoxy-5-(2-methoxypropan-2-yl)phenyl)sulfane